ClC=1C(=NC(=C(C(=O)NC=2C=C(C=CC2)S(=O)(C)=NC(OC(C)(C)C)=O)C1C)N1CCC(CCC1)(F)F)C(F)(F)F tert-butyl ((3-(5-chloro-2-(4,4-difluoroazepan-1-yl)-4-methyl-6-(trifluoromethyl)nicotinamido)phenyl)(methyl)(oxo)-λ6-sulfaneylidene)carbamate